COCC1(CCN(CC1)CCC=1SC=CC1)C(C(=O)NC1=CC=CC=C1)C (4-(methoxymethyl)-1-(2-(thiophen-2-yl)ethyl)piperidin-4-yl)-N-phenylpropanamide